FC=1C=CC=C2C(=CNC12)C[C@@H](C(=O)OC)O methyl (2S)-3-(7-fluoro-1H-indol-3-yl)-2-hydroxy-propanoate